(R)-7-[2-[3-(4-aminopyrimidino[5,4-d]pyrimidin-6-yl)phenyl]ethynyl]-5,6-dihydropyrrolo[1,2-a]imidazol-7-ol NC=1C2=C(N=CN1)C=NC(=N2)C=2C=C(C=CC2)C#C[C@@]2(CCN1C2=NC=C1)O